[Fr].C(C=1C(C(=O)O)=CC=CC1)(=O)O phthalic acid Francium